(S)-quinuclidin-3-yl((R)-5-(4-ethyl-3-fluorophenyl)-6-fluoro-2,2-dimethyl-2,3-dihydro-1H-inden-1-yl)carbamate N12C[C@H](C(CC1)CC2)OC(N[C@@H]2C(CC1=CC(=C(C=C21)F)C2=CC(=C(C=C2)CC)F)(C)C)=O